ClC1=NC=C(C(=N1)C1=NN(C=C1)C1=CC=C(C=C1)F)F 2-chloro-5-fluoro-4-(1-(4-fluorophenyl)-1H-pyrazol-3-yl)pyrimidine